C(CCCC)N(C(OCCC)=O)CCCCC propyl N,N-dipentylcarbamate